methyl-[2-[(2R,3S,4S,5S,6R)-3,4,5-trihydroxy-6-phenoxy-tetrahydropyran-2-yl]ethyl]phosphinic acid CP(O)(=O)CC[C@H]1O[C@@H]([C@H]([C@H]([C@@H]1O)O)O)OC1=CC=CC=C1